rac-2-fluoro-4-(1-hydroxy-2-((3aR,5s,6aS)-5-((6-methylpyridin-3-yl)oxy)hexahydrocyclopenta[c]pyrrol-2(1H)-yl)ethyl)phenol FC1=C(C=CC(=C1)C(CN1C[C@@H]2[C@H](C1)CC(C2)OC=2C=NC(=CC2)C)O)O